tert-butyl 4-(2-(3-(2-(methoxymethoxy)phenyl)-5-methyl-7,8-dihydro-5H-pyrido[3',4':4,5]pyrrolo[2,3-c]pyridazin-6(9H)-yl)pyrimidin-4-yl)piperidine-1-carboxylate COCOC1=C(C=CC=C1)C1=CC2=C(N=N1)NC1=C2C(N(CC1)C1=NC=CC(=N1)C1CCN(CC1)C(=O)OC(C)(C)C)C